Cl.C(C)(C)(C)OC(CN)=O glycine tert-butyl ester hydrochloride